methyl ((2S)-1-((5S)-5-(((3S)-6,6-difluoro-2-hydroxy-1-(methylamino)-1-oxoheptan-3-yl)carbamoyl)-6-azaspiro[2.5]octan-6-yl)-3,3-dimethyl-1-oxobutan-2-yl)carbamate FC(CC[C@@H](C(C(=O)NC)O)NC(=O)[C@@H]1CC2(CC2)CCN1C([C@H](C(C)(C)C)NC(OC)=O)=O)(C)F